C(N)(OC(C(C1=CC=CC=C1)C(C)(C)C)C(NC(CC1=CC=C(C=C1)[N+](=O)[O-])C=1SC=C(N1)CC)=O)=O {1-[1-(4-ethylthiazol-2-yl)-2-(4-nitrophenyl) ethylcarbamoyl]-tert-butyl 2-phenylethyl} carbamate